ClC1=NC=CC(=N1)C1=CC=C(C=C1)NC(=O)[C@H]1C(C1)(F)F (S)-N-(4-(2-Chloropyrimidin-4-yl)phenyl)-2,2-difluorocyclopropane-1-carboxamide